N-(3-iodo-4-methylphenyl)-3-(trifluoromethoxy)benzamide IC=1C=C(C=CC1C)NC(C1=CC(=CC=C1)OC(F)(F)F)=O